2-((13-(thiophen-2-yl)tridecyl)oxy)ethyl hydrogen ((((R)-1-(6-amino-9H-purin-9-yl)propan-2-yl)oxy)methyl)phosphonate NC1=C2N=CN(C2=NC=N1)C[C@@H](C)OCP(OCCOCCCCCCCCCCCCCC=1SC=CC1)(O)=O